Indenyl-(trimethylsilylmethylcyclopentadienyl)hafnium dichloride [Cl-].[Cl-].C1(C=CC2=CC=CC=C12)[Hf+2]C1(C=CC=C1)C[Si](C)(C)C